HEXAHYDROCYCLOPENTA[C]CHROMEN-9-OL C1CCC2COC3C=CC=C(C3=C21)O